3,3'-(((((((5-(2-azidoacetyl)-1,3,5-triazinane-1,3-diyl)bis(2-oxoethane-2,1-diyl))bis(azanediyl))bis(ethane-2,1-diyl))bis(oxy))bis(ethane-2,1-diyl))bis(oxy))dipropionic acid N(=[N+]=[N-])CC(=O)N1CN(CN(C1)C(CNCCOCCOCCC(=O)O)=O)C(CNCCOCCOCCC(=O)O)=O